1-cyclobutyl-4-fluoro-3-methyl-1H-pyrrolo[2,3-b]pyridin-5-amine C1(CCC1)N1C=C(C=2C1=NC=C(C2F)N)C